2-[ETHYL(4-FLUORO-2-FORMYLPHENYL)AMINO]-N-METHYLACETAMIDE C(C)N(CC(=O)NC)C1=C(C=C(C=C1)F)C=O